ClC1=C(C=C2C=C(N=CC2=C1)C1(CC12CCC(CC2)(F)F)C(=O)N)C2CCN(CC2)C2(COCC2O)C (7-chloro-6-(1-(4-hydroxy-3-methyltetrahydrofuran-3-yl)piperidin-4-yl)isoquinolin-3-yl)-6,6-difluorospiro[2.5]octane-1-carboxamide